C1(CC1)CC=1N(C(=CC1C=1SC(=C(N1)C(=O)OC)C)C=1C=C(C=CC1)C1=CC(=CC=C1)F)CC1=CC(=C(C=C1)S(N)(=O)=O)F methyl 2-(2-(cyclopropylmethyl)-1-(3-fluoro-4-sulfamoylbenzyl)-5-(3'-fluoro-[1,1'-biphenyl]-3-yl)-1H-pyrrol-3-yl)-5-methylthiazole-4-carboxylate